CC1=CC(=NO1)CS(=O)(=O)NC1=C(C(=C(C=C1F)OC1=NC=CC=C1C1=NC(=NC=C1)N[C@@H]1CNC[C@H](C1)F)F)F 1-(5-methylisoxazol-3-yl)-N-(2,3,6-trifluoro-4-((3-(2-(((3S,5S)-5-fluoropiperidin-3-yl)amino)pyrimidin-4-yl)pyridin-2-yl)oxy)phenyl)methanesulfonamide